N2,N4-bis(3,3-difluorocyclobutyl)-6-(3-(trifluoromethyl)-1H-pyrazol-1-yl)-1,3,5-triazine-2,4-diamine FC1(CC(C1)NC1=NC(=NC(=N1)NC1CC(C1)(F)F)N1N=C(C=C1)C(F)(F)F)F